(E)-1-phenylethan-1-one O-((3-phenylisoxazol-5-yl)methyl) oxime C1(=CC=CC=C1)C1=NOC(=C1)CO\N=C(/C)\C1=CC=CC=C1